O=C1N(CC2=CC=C(C=C12)CCCC(N1CCC(CC1)N1N=CC(=C1)C1=NC2=CC=CC=C2N=C1)=O)C1C(NC(CC1)=O)=O 3-(1-oxo-6-(4-oxo-4-(4-(4-(quinoxalin-2-yl)-1H-pyrazol-1-yl)piperidin-1-yl)butyl)isoindolin-2-yl)piperidine-2,6-dione